1-(1-Aminoisochinolin-4-yl)-N-(5-chloro-2-methyl-6-(2H-1,2,3-triazol-2-yl)-pyridin-3-yl)-5-(trifluoromethyl)-1H-pyrazol-4-carboxamid NC1=NC=C(C2=CC=CC=C12)N1N=CC(=C1C(F)(F)F)C(=O)NC=1C(=NC(=C(C1)Cl)N1N=CC=N1)C